(S)-N-(7-(3-hydroxy-3-methylbut-1-yn-1-yl)-5-methyl-4-oxo-2,3,4,5-tetrahydrobenzo[b][1,4]oxazepin-3-yl)-4-methoxypyridineamide OC(C#CC1=CC2=C(OC[C@@H](C(N2C)=O)NC(=O)C2=NC=CC(=C2)OC)C=C1)(C)C